ClC1=C(C=CC=C1)C1=NN2C(CN(CC2)C(C=C)=O)=C1C1=C2C(=NC=C1)NC=C2C 1-[2-(2-chlorophenyl)-3-(3-methyl-1H-pyrrolo[2,3-b]pyridin-4-yl)-6,7-dihydropyrazolo[1,5-a]pyrazin-5(4H)-yl]prop-2-en-1-one